BrC1=CC=C2C=CC(=NC2=C1)N(C)NC(=O)[C@H]1NN(CCC1)C([C@H](C)NC([C@H](CC1=C(C=CC=C1)Cl)O)=O)=O (2S)-N-[(1S)-2-[(3S)-3-[[(7-bromo-2-quinolyl)-methyl-amino]carbamoyl]hexahydropyridazin-1-yl]-1-methyl-2-oxo-ethyl]-3-(2-chlorophenyl)-2-hydroxy-propanamide